tert-butyl ((trans-4-formylcyclohexyl)methyl)sulfonyl(methyl)carbamate C(=O)[C@@H]1CC[C@H](CC1)CS(=O)(=O)N(C(OC(C)(C)C)=O)C